methyl (R)-4-amino-3-(((tetrahydrofuran-2-yl)methyl)amino)benzoate NC1=C(C=C(C(=O)OC)C=C1)NC[C@@H]1OCCC1